[Rh].[Ag].[Cu].[Pd] palladium-copper-silver-rhodium